(5-((5-(methoxy-d3)pyridin-2-yl)ethynyl)-8-(methylamino)-2,7-naphthyridin-3-yl)cyclopropanecarboxamide C(OC=1C=CC(=NC1)C#CC1=C2C=C(N=CC2=C(N=C1)NC)C1(CC1)C(=O)N)([2H])([2H])[2H]